C1CCC2=CC(=CC=C12)C1=NN(CC1C1=CC=CC=C1)C(=O)N 3-(2,3-dihydro-1H-inden-5-yl)-4-phenyl-4,5-dihydropyrazole-1-carboxamide